S1C=CC2=C1CNC2=O 5,6-dihydro-4H-thieno[2,3-c]pyrrole-4-one